2-(2-bromo-1H-indol-3-yl)-N,N-dimethylethan-1-amine BrC=1NC2=CC=CC=C2C1CCN(C)C